N=1C=CN2C(NC=CC21)=O imidazo[1,2-c]pyrimidin-5(6H)-one